4-[3-Methyl-4H,5H,6H,7H-pyrazolo[4,3-C]pyridin-2-yl]benzonitrile CC=1N(N=C2C1CNCC2)C2=CC=C(C#N)C=C2